COC1=CC=C(C2=CN(N=C12)C([2H])([2H])[2H])C1=CC(=C(CN2C(C3=NC=CC=C3C2=O)([2H])[2H])C=C1)C 6-(4-(7-methoxy-2-(methyl-d3)-2H-indazol-4-yl)-2-methylbenzyl)-6,7-dihydro-5H-pyrrolo[3,4-b]pyridin-5-one-7,7-d2